NC=1OC2=C(C=NC=C2N2CCOCC(C2)C(=O)N2[C@H](C3=C(C=C(C=C3CC2)Cl)Cl)C)N1 (4-(2-aminooxazolo[4,5-c]pyridin-7-yl)-1,4-oxazepan-6-yl)((S)-6,8-dichloro-1-methyl-3,4-dihydroisoquinolin-2(1H)-yl)methanone